(2R,4S)-N-((2S)-1-((2-amino-3-cyano-6,7-dihydro-5H-cyclopenta[b]pyridin-5-yl)amino)-1-oxopropan-2-yl)-4-(4-fluorobenzyl)pyrrolidine-2-carboxamide NC1=C(C=C2C(=N1)CCC2NC([C@H](C)NC(=O)[C@@H]2NC[C@H](C2)CC2=CC=C(C=C2)F)=O)C#N